FC1=C2C(=CC=3N=C(N(C31)CCNC(OC(C)(C)C)=O)C)CC(C2)C=O tert-butyl N-[2-(4-fluoro-6-formyl-2-methyl-6,7-dihydro-5H-cyclopenta[f]benzimidazol-3-yl)ethyl]carbamate